C(#N)[C@H]1N(CCC1)C(CNC(=O)C1=NC=NC2=CC=C(C=C12)OCCCNC(OC(C)(C)C)=O)=O tert-Butyl (S)-(3-((4-((2-(2-cyanopyrrolidin-1-yl)-2-oxoethyl)carbamoyl)quinazolin-6-yl)oxy)propyl)carbamate